C(C)(C)(C)OC(=O)N1CC(C(CC1)NC=1C=2N(N=C(C1)C1=C(C=CC=C1F)F)C(=CN2)Cl)C tert-butyl-4-((3-chloro-6-(2,6-difluorophenyl)imidazo[1,2-b]pyridazin-8-yl)amino)-3-methylpiperidine-1-carboxylate